butyl (R)-2-(((methylsulfonyl)oxy)methyl)morpholine-4-carboxylate CS(=O)(=O)OC[C@H]1CN(CCO1)C(=O)OCCCC